CC=1N=C2N(N=C(C(=C2)C)N2CC=3C=C(C=NC3CC2)C2=CC=C(C=C2)C)C(C1)=O 2,8-dimethyl-7-(3-(p-tolyl)-7,8-dihydro-1,6-naphthyridin-6(5H)-yl)-4H-pyrimido[1,2-b]pyridazin-4-one